ClC=1C(=C(C=CC1)C(=O)N1C[C@@H](CC1)F)I (3-chloro-2-iodo-phenyl)-[(3R)-3-fluoropyrrolidin-1-yl]methanone